CO[C@@]1(COCC1)C1=CC(=CC(=N1)C=1C=C(N2C=NC(=CC21)C(=O)OCC)C=2C=NN(C2)C)C ethyl (R)-5-(6-(3-methoxytetrahydrofuran-3-yl)-4-methylpyridin-2-yl)-7-(1-methyl-1H-pyrazol-4-yl)pyrrolo[1,2-c]pyrimidine-3-carboxylate